ClC1=CC=C(C(=N1)C1=CC(=NC=C1)C)NC(C)C=1C=C(C=C2C(N3CCCN4N=CC(C12)=C43)=O)C 10-(1-((6-chloro-2'-methyl-[2,4'-bipyridin]-3-yl)amino)ethyl)-8-methyl-4,5-dihydro-3H,6H-2,2a,5a-triazaaceanthrylen-6-one